(2,4-Dichlorophenoxy)-1-(thien-2-yl)-N,N-dimethylpropylamine hydrochloride Cl.ClC1=C(OC(CC)(C=2SC=CC2)N(C)C)C=CC(=C1)Cl